methyl 2-(6-(4-(1-cyclopentyl-3,3-dimethyl-2,3-dihydro-1H-pyrrolo[3,2-b]pyridine-5-carbonyl)-3,3-dimethylpiperazin-1-yl)pyridin-3-yl)acetate C1(CCCC1)N1CC(C2=NC(=CC=C21)C(=O)N2C(CN(CC2)C2=CC=C(C=N2)CC(=O)OC)(C)C)(C)C